C(C)(C)(C)OC(=O)N1CC(N(CC1)C1=CC=C(C=C1)C(NC=1SC=C(N1)C(C)(C)C1=CC=C(C=C1)OC)=O)C.CN1CCN(CCC1)CC(=O)N 2-(4-methyl-1,4-diazepan-1-yl)acetamide tert-butyl-4-(4-((4-(2-(4-methoxyphenyl)propan-2-yl)thiazol-2-yl)carbamoyl)phenyl)-3-methylpiperazine-1-carboxylate